3-chloropropyltriphenylphosphine chloride [Cl-].ClCCCC1=C(C=CC=C1)P(C1=CC=CC=C1)C1=CC=CC=C1